CNC1=C2N=CN(C2=NC=N1)C(CCO)CCCCCCCCCCC 3-(6-(methylamino)-9H-purin-9-yl)tetradecan-1-ol